ClCC(CC1(N[C@H]2C[C@H]2C1)C(=O)OC)=C methyl (1S,5S)-3-(2-(chloromethyl)allyl)-2-azabicyclo[3.1.0]hexane-3-carboxylate